OC1=C(CC2C(N(C(C2)=O)CC(C)C)=O)C=CC(=C1)O 3-(2,4-dihydroxybenzyl)-1-isobutylpyrrolidine-2,5-dione